(3-methyl-2-methylacrylamide) ammonium chloride [Cl-].[NH4+].CC=C(C(=O)N)C